N-(2-(4-amino-3-(4-((5-fluoro-2-methoxybenzamido)methyl)phenyl)-1H-pyrazolo[3,4-d]pyrimidin-1-yl)benzyl)-N-methyl-1H-1,2,4-triazole-1-carboxamide NC1=C2C(=NC=N1)N(N=C2C2=CC=C(C=C2)CNC(C2=C(C=CC(=C2)F)OC)=O)C2=C(CN(C(=O)N1N=CN=C1)C)C=CC=C2